ClC1=C(C(=O)OC(C)(C)C)C=CC(=N1)N1N=C(C=C1)O[C@H]1[C@H](C1)C(F)(F)F Tert-Butyl 2-chloro-6-(3-((cis)-2-(trifluoromethyl)cyclopropoxy)-1H-pyrazol-1-yl)nicotinate